Mono-Methyl-Lysine CN[C@@H](CCCCN)C(=O)O